C(CCCCCCCCCCCCCCCCCCC)[S+](C)C n-eicosyl-dimethyl-sulfonium